C(C)(C)C1=C(C(=NO1)C)C(=O)O 5-isopropyl-3-methylisoxazole-4-carboxylic acid